FC(C(=O)NC=1C=C2C(=NC=NC2=CC1O[C@H]1CN(CC1)C1COC1)NC1=CC(=NC=C1)C1=C(C=CC=C1)F)=C (R)-2-fluoro-N-(4-((2-(2-fluorophenyl)pyridin-4-yl)amino)-7-((1-(oxetan-3-yl)pyrrolidin-3-yl)oxy)quinazolin-6-yl)acrylamide